N[Pt](N)(Cl)Cl diaminoplatinum dichloride